C1(CCC1)NC(=O)NCC1=CC(=NC=C1)OC(F)F 1-cyclobutyl-3-[[2-(difluoromethoxy)pyridin-4-yl]methyl]urea